C(C)(C)(C)OC(=O)N1C[C@H](CC1)[C@@H](C(=O)OC(C)(C)C)CC1=CC(=CC=C1)Br (3R)-3-[(2S)-3-(3-bromophenyl)-1-(tert-butoxy)-1-oxopropane-2-yl]pyrrolidine-1-carboxylic acid tert-butyl ester